N[C@@H](CC1=CC([125I])=C(C(I)=C1)OC1=CC(I)=C(C(I)=C1)O)C(=O)O.[I] iodine [125I]thyroxine